7-(1-(adamantan-1-ylmethyl)-5-methyl-1H-pyrazol-4-yl)-3-(6-(benzo[d]thiazol-2-ylamino)-4-methylpyridazin-3-yl)imidazo[1,2-a]pyridine-8-carboxylic acid C12(CC3CC(CC(C1)C3)C2)CN2N=CC(=C2C)C2=C(C=3N(C=C2)C(=CN3)C=3N=NC(=CC3C)NC=3SC2=C(N3)C=CC=C2)C(=O)O